C(C)(C)(C)C=1C=C(NN1)NC(NC1=CC=C(C=C1)N1C=NC2=C1C=CC(=C2)OCCCCCCC(=O)O)=O 7-(1-{4-[3-(5-tert-butyl-2H-pyrazol-3-yl)-ureido]-phenyl}-1H-benzimidazol-5-yl-oxy)-heptanoic acid